FC1(CC(CCC1)OC1=C(C=C(COC=2C=C3N(C(N2)=O)C[C@H]2N3CCC2)C=C1F)F)F (S)-3-((4-((3,3-difluorocyclohexyl)oxy)-3,5-difluorobenzyl)oxy)-7,8,8a,9-tetrahydropyrrolo[1',2':3,4]imidazo[1,2-c]pyrimidin-1(6H)-one